9-azabicyclo[3.3.1]nonan-3-one C12CC(CC(CCC1)N2)=O